(3-(((((1r,3r,5r,7r)-dispiro[adamantane-2,3'-[1,2,4,5]tetraoxane-6',1''-cyclohexan]-4''-yl)oxy)carbonyl)amino)propyl)triphenylphosphonium bromide [Br-].C12(CCC(CC1)OC(=O)NCCC[P+](C1=CC=CC=C1)(C1=CC=CC=C1)C1=CC=CC=C1)OOC1(OO2)C2CC3CC(CC1C3)C2